6-((2R,3R)-2-benzyl-3-methoxypiperidin-1-yl)-4-morpholinopyridin-2(1H)-one C(C1=CC=CC=C1)[C@H]1N(CCC[C@H]1OC)C1=CC(=CC(N1)=O)N1CCOCC1